2,2-dimethylvinylboronic acid pinacol ester CC(=CB1OC(C)(C)C(C)(C)O1)C